[Ag].CC(C(=O)O)CCCC 2-methylhexanoic acid silver